3-(5-fluoro-2-(2-hydroxy-2-methylpropoxy)benzyloxy)-N-(pyridin-3-yl)thiophene-2-carboxamide FC=1C=CC(=C(COC2=C(SC=C2)C(=O)NC=2C=NC=CC2)C1)OCC(C)(C)O